4-chloro-2,5-dimethylbenzene-1-sulfonyl chloride ClC1=CC(=C(C=C1C)S(=O)(=O)Cl)C